2,4-bis(trichloromethyl)-6-styryl-1,3,5-triazine ClC(C1=NC(=NC(=N1)C(Cl)(Cl)Cl)C=CC1=CC=CC=C1)(Cl)Cl